FC=1C(=NC(=NC1)N[C@H]1CNCC[C@@H]1F)C1=CN=C2N1C=C(N=C2)C2COC2 fluoro-N-((3S,4S)-4-fluoropiperidin-3-yl)-4-(6-(oxetan-3-yl)imidazo[1,2-a]pyrazin-3-yl)pyrimidin-2-amine